[NH+](CCO)(CCO)[O-] diethanolamine oxide